C(C)(=O)OCCCCCCCCC\C=C\C=C/CCC (E,Z)-10,12-Hexadecadienyl acetate